tri-ethyl-ammonium phosphate P(=O)([O-])([O-])[O-].C(C)[NH+](CC)CC.C(C)[NH+](CC)CC.C(C)[NH+](CC)CC